tert-butyl 3-((6-((4-((3-(4-(difluoromethoxy)-2,3-difluorophenyl)imidazo[1,2-a]pyrazin-8-yl)amino)-2-ethylbenzamido)methyl)-3-azabicyclo[3.1.0]hexan-3-yl)methyl)azetidine-1-carboxylate FC(OC1=C(C(=C(C=C1)C1=CN=C2N1C=CN=C2NC2=CC(=C(C(=O)NCC1C3CN(CC13)CC1CN(C1)C(=O)OC(C)(C)C)C=C2)CC)F)F)F